ClC1=NC(=C2N=C(N(C2=N1)C1OCCCC1)C(C)(C)O)Cl 2-(2,6-dichloro-9-(tetrahydro-2H-pyran-2-yl)-9H-purin-8-yl)propan-2-ol